N-(2-((5-(5-(difluoromethyl)-1,3,4-oxadiazol-2-yl)pyrimidin-2-yl)amino)-2-(tetrahydro-2H-pyran-4-yl)ethyl)methanesulfonamide FC(C1=NN=C(O1)C=1C=NC(=NC1)NC(CNS(=O)(=O)C)C1CCOCC1)F